nonyl 6-{(2-hydroxyethyl)[5-(nonyloxycarbonyl)pentyl]amino}hexanoate OCCN(CCCCCC(=O)OCCCCCCCCC)CCCCCC(=O)OCCCCCCCCC